C1(CC1)N1C(C2=CC=C(C=C2C(=C1)I)O)=O 2-cyclopropyl-6-hydroxy-4-iodoisoquinolin-1(2H)-one